BrC=1C=CC(=NC1)C(C)=O 1-(5-bromo-2-pyridinyl)ethanone